6-(3,5-dimethyl-1-(1-methylpiperidin-4-yl)-1H-pyrazol-4-yl)-4-((3-fluoropyridin-2-yl)thio)pyrazolo[1,5-a]pyridine CC1=NN(C(=C1C=1C=C(C=2N(C1)N=CC2)SC2=NC=CC=C2F)C)C2CCN(CC2)C